5-methyl-2-(2-oxo-4-(2,2,3,3,16-pentamethyl-4,7,10,13-tetraoxa-16-aza-3-silaoctadeca-18-yl)pyridin-1(2H)-yl)hexanoic acid CC(CCC(C(=O)O)N1C(C=C(C=C1)CCN(CCOCCOCCOCCO[Si](C(C)(C)C)(C)C)C)=O)C